(S)-1-phenylethanaminium (1S,3R)-3-((tert-butoxycarbonyl)amino)cyclohexane-carboxylate C(C)(C)(C)OC(=O)N[C@H]1C[C@H](CCC1)C(=O)[O-].C1(=CC=CC=C1)[C@H](C)[NH3+]